(S)-2-methyl-4-oxopiperidine-1-carboxylic acid tert-butyl ester C(C)(C)(C)OC(=O)N1[C@H](CC(CC1)=O)C